Cl.[C@H]12NCC[C@@H]2[C@@H](C1)O |r| (rac)-(1S*,5S*,6R*)-2-azabicyclo[3.2.0]heptan-6-ol hydrochloride salt